OC(COC=1C=C(C=2N(C1)N=CC2C#N)C=2C=NC(=CC2)N2CC1N(C(C2)C1)CC=1C=NC=CC1)(C)C 6-(2-hydroxy-2-methylpropoxy)-4-(6-(6-(pyridin-3-ylmethyl)-3,6-diazabicyclo[3.1.1]heptan-3-yl)pyridin-3-yl)pyrazolo[1,5-a]pyridine-3-carbonitrile